(2S,3R,11bR)-3-(2,2-dimethylpropyl)-10-methoxy-9-(2,2,2-trifluoroethoxy)-1H,2H,3H,4H,6H,7H,11bH-pyrido[2,1-a]isoquinolin-2-ol CC(C[C@H]1[C@H](C[C@H]2N(CCC3=CC(=C(C=C23)OC)OCC(F)(F)F)C1)O)(C)C